[N+](=O)([O-])C1=C(C=C(OC2=C(C=C(C=C2)C2(C3=CC=CC=C3C=3C=CC=CC23)C2=CC=C(O[SiH2]OC3=CC=C(C=C3)C3(C4=CC=CC=C4C=4C=CC=CC34)C3=CC(=C(C=C3)OC3=CC(=C(C=C3)[N+](=O)[O-])C(F)(F)F)C3=CC=CC=C3)C=C2)C2=CC=CC=C2)C=C1)C(F)(F)F bis[4-(9-{4-[4-nitro-3-(trifluoromethyl)phenoxy]-3-phenylphenyl}-9H-fluoren-9-yl)phenoxy]silane